(Z)-N-(3-(3-(3-(pentafluoro-sulfaneyl)-5-(trifluoromethyl)phenyl)-1H-1,2,4-triazol-1-yl)acryloyl)cyclopentanecarbohydrazide FS(C=1C=C(C=C(C1)C(F)(F)F)C1=NN(C=N1)\C=C/C(=O)N(N)C(=O)C1CCCC1)(F)(F)(F)F